C(C)(C)(C)OC(N(C(C(F)(F)F)=O)C12CCC(CC1)(C2)C#N)=O (4-cyanobicyclo[2.2.1]Hept-1-yl)(2,2,2-trifluoroacetyl)carbamic acid tert-butyl ester